FC1CNCC(C1(O)O)F 3,5-difluoro-4,4-dihydroxypiperidine